C(#N)[C@@]1(CCOC2=CC=C(C=C12)C(=O)NCC1=NC=CC(=C1)[C@H]1[C@@H](C1)C1=CC=CC=C1)C (4R)-4-cyano-4-methyl-N-[[4-[(1R,2R)-2-phenylcyclopropyl]-2-pyridinyl]methyl]chroman-6-carboxamide